OC(C)(C)[C@@H]1CN(C(O1)=O)C1=CC=C2C=NC(=NC2=C1)NC1=C(C=C2CCN(CC2=C1)C)OC |r| (S and R)-5-(2-hydroxypropan-2-yl)-3-{2-[(6-methoxy-2-methyl-1,2,3,4-tetrahydroisoquinolin-7-yl)amino]quinazolin-7-yl}-1,3-oxazolidin-2-one